(4-((2-(2-hydroxyethoxy)-4-(4-(trifluoromethyl) piperidin-1-yl) phenyl) amino) cyclohexyl) carbamate C(N)(OC1CCC(CC1)NC1=C(C=C(C=C1)N1CCC(CC1)C(F)(F)F)OCCO)=O